COC=1C=C2CC(CC2=CC1OC)=O 5,6-dimethoxyindan-2-one